2,2'-((2-((2-(3-(2-((2-(bis(cyanomethyl)amino)ethyl)(2-((cyanomethyl)amino)eth-yl)amino)ethyl)-2-oxoimidazolidin-1-yl)ethyl)amino)ethyl)azane-diyl)diacetonitrile C(#N)CN(CCN(CCN1C(N(CC1)CCNCCN(CC#N)CC#N)=O)CCNCC#N)CC#N